ethoxy(dimethyl)silane C(C)O[SiH](C)C